O1C(=CC=C1)C1=NC(=NC=C1)NCC=1C(=NOC1C1=CC=C(C(=N1)C)NC(=O)[C@@H]1[C@H](CCCC1)C(=O)O)C (1S,2S)-2-((6-(4-(((4-(furan-2-yl)pyrimidin-2-yl)amino)methyl)-3-methylisoxazol-5-yl)-2-methylpyridin-3-yl)carbamoyl)cyclohexane-1-carboxylic acid